2-(2-(5-isopropylcyclohex-1-en-1-yl)vinyl)-1,3-dioxolane C(C)(C)C1CCC=C(C1)C=CC1OCCO1